S1C=C(C=C1)C1(CC1)CO 1-(Thien-3-yl)cyclopropanemethanol